FC(C(OC1=CC=C(C=N1)C=1N=CC(=NC1)NN)C)F [5-[6-(2,2-difluoro-1-methyl-ethoxy)-3-pyridinyl]pyrazin-2-yl]hydrazine